N-[3-chloro-4-[4-(piperidine-4-carbonyl)piperazine-1-carbonyl]phenyl]-5-[6-(dimethylamino)-2-(trifluoromethyl)-3-pyridyl]-1-methyl-imidazole-2-carboxamide ClC=1C=C(C=CC1C(=O)N1CCN(CC1)C(=O)C1CCNCC1)NC(=O)C=1N(C(=CN1)C=1C(=NC(=CC1)N(C)C)C(F)(F)F)C